NCC=1OC2=C(C1)C=C(C=C2C2=CC=C(C=C2)F)C2=CC=C(C=N2)C(=O)N2CCOCC2 (6-(2-(aminomethyl)-7-(4-fluorophenyl)benzofuran-5-yl)pyridin-3-yl)(morpholino)methanone